BrC=1C(=CC2=C(OCO2)C1)O[Si](C)(C)C [(6-bromo-2H-1,3-benzodioxol-5-yl)oxy]trimethylsilane